C1S(CC12CNCC2)(=O)=O 2-thia-6-azaspiro[3.4]octane 2,2-dioxide